O1CCN(CC1)C1=CC(=C(C=C1)NC(=O)C=1C=NN2C1N=C(C=C2)NC2CCNCC2)C(F)(F)F N-(4-morpholino-2-(trifluoromethyl)phenyl)-5-(piperidin-4-ylamino)pyrazolo[1,5-a]pyrimidine-3-carboxamide